4-cyclobutoxy-8-fluoro-6-hydroxyquinoline-2-carboxylic acid methyl ester COC(=O)C1=NC2=C(C=C(C=C2C(=C1)OC1CCC1)O)F